C(C)(C)(C)OC(=O)N1[C@H](CN(C[C@@H]1C)C1=C2C=NC(=NC2=C(C=C1)C(=O)OC)OCCOC)C methyl 5-((3S,5S)-4-(tert-butoxycarbonyl)-3,5-dimethylpiperazin-1-yl)-2-(2-methoxyethoxy)quinazoline-8-carboxylate